3-((octadecylphenoxy)carbonylamino-methyl)-3,5,5-trimethylcyclohexyl-carbamic acid (octadecylphenyl) ester C(CCCCCCCCCCCCCCCCC)C1=C(C=CC=C1)OC(NC1CC(CC(C1)(C)C)(C)CNC(=O)OC1=C(C=CC=C1)CCCCCCCCCCCCCCCCCC)=O